4,4'-dithio-dimorpholine N1(CCOCC1)SSN1CCOCC1